C1(=CC=CC=C1)C=1C=CC=2N(C3=CC=C(C=C3C2C1)C1=CC=CC=C1)C1=C(C#N)C(=C(C(=C1C#N)N1C2=CC=C(C=C2C=2C=C(C=CC12)C1=CC=CC=C1)C1=CC=CC=C1)N1C2=CC=C(C=C2C=2C=C(C=CC12)C1=CC=CC=C1)C1=CC=CC=C1)N1C2=CC=C(C=C2C=2C=C(C=CC12)C1=CC=CC=C1)C1=CC=CC=C1 2,4,5,6-tetra(3,6-diphenyl-9H-carbazol-9-yl)isophthalonitrile